C1(CCCC1)=C[Zr](C)(C1C=CC=C1)C1C2=CC=CC=C2C=2C=CC=CC12 cyclopentylidene(9-fluorenyl)(cyclopentadienyl)dimethylzirconium